5-chloro-8-((2-fluoro-4-iodophenyl)amino)-2-(2-hydroxyethoxy)-7-methyl-3,4-dihydro-2,7-naphthyridine-1,6(2H,7H)-dione ClC1=C2CCN(C(C2=C(N(C1=O)C)NC1=C(C=C(C=C1)I)F)=O)OCCO